2-methyl-2-[5-[(3S)-3-amino-5,5,7-trifluoro-1-[[3-fluoro-4-[4-(trifluoromethyl)pyrazol-1-yl]phenyl]methyl]-2-oxo-3,4-dihydro-1-benzazepin-8-yl]-1,3,4-oxadiazol-2-yl]propanenitrile CC(C#N)(C)C=1OC(=NN1)C1=CC2=C(C(C[C@@H](C(N2CC2=CC(=C(C=C2)N2N=CC(=C2)C(F)(F)F)F)=O)N)(F)F)C=C1F